FC1=C2C=C(C=C(C2=C(C(=C1F)F)OC([2H])([2H])[2H])O)O 5,6,7-Trifluoro-8-(methoxy-d3)naphthalene-1,3-diol